[N+](=O)([O-])C1=C(C=CC=C1)NC(=O)N1[C@@H](CCC1)C(=O)N[C@@H](CC1=CC2=CC=CC=C2C=C1)C(=O)N(CC1=CC=CC=C1)C 1-[[(2-Nitrophenyl)amino]carbonyl]-L-prolyl-N-methyl-3-(2-naphthalenyl)-N-(phenylmethyl)-L-alaninamide